Methyl 3-methylsulfonyloxycyclobutanecarboxylate CS(=O)(=O)OC1CC(C1)C(=O)OC